C(C)(C)(C)OC(=O)N([C@@H](C(C1=CN(C2=CC=CC=C12)C)(C)C)C(=O)N[C@@H](C(C)(C)C)C(=O)N(C)[C@@H](C(C)C)\C=C(\C(=O)ON1C(CCC1=O)=O)/C)C N-(tert-Butoxycarbonyl)-N,β,β,1-tetramethyl-L-tryptophyl-N-{(3S,4E)-6-[(2,5-dioxopyrrolidin-1-yl)oxy]-2,5-dimethyl-6-oxohex-4-en-3-yl}-N,3-dimethyl-L-valinamide